ClC1=C(C=C(C=2C3=C(NC12)CCNC(C3)=O)C=3C=NOC3)Cl 7,8-dichloro-10-(isoxazol-4-yl)-3,4,5,6-tetrahydroazepino[4,5-b]indol-2(1H)-one